CP(C1=C2N=CC=NC2=CC=C1NC=1C2=C(N=C(N1)NC1=C(C=C(C(=C1)C)N1CCC(CC1)N1CCN(CC1)C)OCC(F)(F)F)NC=C2)(C)=O Dimethyl(6-((2-((5-methyl-4-(4-(4-methylpiperazin-1-yl)piperidin-1-yl)-2-(2,2,2-trifluoroethoxy)phenyl)amino)-7H-pyrrolo[2,3-d]pyrimidin-4-yl)amino)quinoxalin-5-yl)phosphine oxide